2-Chloro-7-methyl-9-(4-((2-((7-methyl-6-nitroquinolin-4-yl)oxy)ethyl)amino)piperidine-1-yl)-7,9-dihydro-8H-purin-8-one ClC1=NC=C2N(C(N(C2=N1)N1CCC(CC1)NCCOC1=CC=NC2=CC(=C(C=C12)[N+](=O)[O-])C)=O)C